N-[(3S,4R,5S)-3-fluoro-5-methyl-4-piperidyl]-5-iodo-3-(2,2,2-trifluoroethyl)pyrazolo[1,5-a]pyridine-7-carboxamide F[C@H]1CNC[C@@H]([C@H]1NC(=O)C1=CC(=CC=2N1N=CC2CC(F)(F)F)I)C